FC1(CCC(CC1)[C@@H](C=1N=C2N(N=C(C=N2)CO)C1)NC(OCC1=CC=CC=C1)=O)F benzyl (S)-((4,4-difluorocyclohexyl)(2-(hydroxymethyl)imidazo[1,2-b][1,2,4]triazin-6-yl)methyl)carbamate